FC1=C(C(=CC(=C1)C(NC)=O)F)C=1N=C2N(C=CC(=C2)C(F)F)C1C[C@H]1CN(CCO1)C(=O)OC methyl (S)-2-((2-(2,6-difluoro-4-(methylcarbamoyl)phenyl)-7-(difluoromethyl)imidazo[1,2-a]pyridin-3-yl)methyl)morpholine-4-carboxylate